tert-Butyl 4-(3-chloro-2-(2-fluorophenyl)-8-(2-isopropylphenyl)-1,6-naphthyridin-5-yl)piperazine-1-carboxylate ClC=1C(=NC2=C(C=NC(=C2C1)N1CCN(CC1)C(=O)OC(C)(C)C)C1=C(C=CC=C1)C(C)C)C1=C(C=CC=C1)F